[N+](=O)([O-])C1=C(CN2C(C(C3=CC=CC=C23)=O)=O)C=CC=C1 (2-nitrobenzyl)indoline-2,3-dione